2-ethyl-3-hydroxy-N-(4-(4-(4-(4,4,5,5-tetramethyl-1,3,2-dioxaborolan-2-yl)phenyl)piperazin-1-yl)phenyl)butanamide C(C)C(C(=O)NC1=CC=C(C=C1)N1CCN(CC1)C1=CC=C(C=C1)B1OC(C(O1)(C)C)(C)C)C(C)O